ClC=1C(=NC(=NC1)NC=1C=NN(C1)C)C1=CC=C2CN(C(C2=C1)=O)[C@@H](C(=O)N[C@H](CO)C1=CC(=CC(=C1)OC)F)C (2R)-2-(6-{5-chloro-2-[(1-methyl-1H-pyrazol-4-yl)amino]pyrimidin-4-yl}-1-oxo-2,3-dihydro-1H-isoindol-2-yl)-N-[(1S)-1-(3-fluoro-5-methoxyphenyl)-2-hydroxyethyl]propanamide